tert-butyl 4-(1-(5-ethoxy-2-(1-methyl-1H-pyrazol-4-yl)-4-nitrophenyl)piperidin-4-yl)piperazine-1-carboxylate C(C)OC=1C(=CC(=C(C1)N1CCC(CC1)N1CCN(CC1)C(=O)OC(C)(C)C)C=1C=NN(C1)C)[N+](=O)[O-]